CC1(OC(CC(C1)C(=O)NC=1SC(=CN1)C1=CC=C2C=NC(=NC2=C1)C)(C)C)C 2,2,6,6-tetramethyl-N-(5-(2-methylquinazolin-7-yl)thiazol-2-yl)tetrahydro-2H-pyran-4-carboxamide